ethyl 2-(3-((1,2-dimethyl-6-(((S)-1-(3-(trifluoromethyl)phenyl)ethyl)carbamoyl)-1H-indol-3-yl)methyl) phenoxy)propanoate CN1C(=C(C2=CC=C(C=C12)C(N[C@@H](C)C1=CC(=CC=C1)C(F)(F)F)=O)CC=1C=C(OC(C(=O)OCC)C)C=CC1)C